CC(C(=O)OCC)=C[C@@H](C)C1C(C(=CC1)C)(C)C ethyl (R)-2-methyl-4-(2,2,3-trimethylcyclopent-3-en-1-yl)-2-pentenoate